phenyl-5-(4-hydroxyphenyl)-6-(4-(4-selenocyanobutyramido) phenyl)-7-oxabicyclo[2.2.1]hept-5-ene-2-sulfonate C1(=CC=CC=C1)OS(=O)(=O)C1C2C(=C(C(C1)O2)C2=CC=C(C=C2)O)C2=CC=C(C=C2)NC(CCC[Se]C#N)=O